N1=NC=CC=C2C1=CC=C(C2)C#N benzodiazepine-7-carbonitrile